2-(3-amino-5-methyl-5H-pyrido[3,2-b]indol-2-yl)propan-2-ol NC1=CC=2N(C=3C=CC=CC3C2N=C1C(C)(C)O)C